2-(2-acetamidopyridin-4-yl)-N-(5-(2-(3,3-dimethylazetidin-1-yl)acetamido)-2-methylpyridin-3-yl)pyrazolo[5,1-b]thiazole-7-carboxamide C(C)(=O)NC1=NC=CC(=C1)C1=CN2C(S1)=C(C=N2)C(=O)NC=2C(=NC=C(C2)NC(CN2CC(C2)(C)C)=O)C